2-amino-7-fluoro-4-(6-fluoro-1-(2-isopropyl-4-methylpyridin-3-yl)-2-oxo-4-(5-oxa-2,8-diazaspiro[3.5]nonan-8-yl)-1,2-dihydropyrido[2,3-d]pyrimidin-7-yl)benzo[b]thiophene-3-carbonitrile NC1=C(C2=C(S1)C(=CC=C2C=2C(=CC1=C(N(C(N=C1N1CCOC3(CNC3)C1)=O)C=1C(=NC=CC1C)C(C)C)N2)F)F)C#N